NC1CCN(CC1)C1=NC(=C(C=2N1C=CN2)C2=CC=1N(C=C2)C=CN1)C1=CC(=C(C#N)C=C1)F 4-(5-(4-aminopiperidin-1-yl)-8-(imidazolo[1,2-a]pyridin-7-yl)imidazolo[1,2-c]pyrimidin-7-yl)-2-fluorobenzonitrile